C/C(/C(=O)O)=C\C1=C(C=C(C=C1)OC1=C(C=NC2=CC(=CC=C12)OCC1=CC=CC=C1)C(C1=C(C=CC=C1)CC)=O)C methyl-(E)-3-(4-((7-(benzyloxy)-3-(2-ethylbenzoyl)quinolin-4-yl)oxy)-2-methylphenyl)acrylic acid